ClC=1C=C2C(=NC=NC2=C(C1C1=C(C=CC=C1O)F)OC)N1CCN(CC1)C(C=C)=O 1-(4-(6-chloro-7-(2-fluoro-6-hydroxy-phenyl)-8-methoxy-quinazolin-4-yl)piperazin-1-yl)prop-2-en-1-one